C1(CC1)NC(=O)C=1C=NN2C1N=C(C=C2)N2[C@H](CCC2)C=2C(=NC=C(C2)F)OC (R)-N-cyclopropyl-5-(2-(5-fluoro-2-methoxypyridin-3-yl)pyrrolidin-1-yl)pyrazolo[1,5-a]pyrimidine-3-carboxamide